COC1=CC=C(C=C1)C=1CC(N(N1)C(CCC(C)=O)=O)C=1C(=NN(C1)C1=CC=CC=C1)C1=CC=C(C=C1)C 1-(5-(4-methoxyphenyl)-1'-phenyl-3'-(p-tolyl)-3,4-dihydro-1'H,2H-[3,4'-bipyrazol]-2-yl)pentane-1,4-dione